2-fluoro-4-(4-((1-methyl-1H-pyrazol-4-yl)oxy)-7-(piperidin-3-yl)-7H-pyrrolo[2,3-d]pyrimidin-5-yl)benzonitrile FC1=C(C#N)C=CC(=C1)C1=CN(C=2N=CN=C(C21)OC=2C=NN(C2)C)C2CNCCC2